2,2-bis(4-methoxyphenyl)-5-methoxyethoxycarbonyl-6-methyl-8-hydroxycarbonyl-2H-naphtho[1,2-b]pyran COC1=CC=C(C=C1)C1(C=CC2=C(O1)C1=CC=C(C=C1C(=C2C(=O)OCCOC)C)C(=O)O)C2=CC=C(C=C2)OC